COCCNC 2-Methoxy-N-methylethan-1-amine